[Si](C)(C)(C(C)(C)C)O[C@@H]1CC[C@@H](CC12CCCCC2)C2=NN(C=C2CN(CCN(C(OC(C)(C)C)=O)C)C)[C@@H]2OCCCC2 |&1:38| racemic-tert-butyl N-{2-[({3-[(2S,5R)-5-[(tert-butyldimethylsilyl) oxy] spiro[5.5]undecan-2-yl]-1-(oxacyclohex-2-yl)-1H-pyrazol-4-yl} methyl) (methyl) amino] ethyl}-N-methylcarbamate